FC(C1=NC=CC=C1SC=1N=C2C(=NC1)NC(=N2)N2CCC1([C@@H](C=3N(N=CC3)C1)N)CC2)(F)F (S)-1-(5-((2-(trifluoromethyl)pyridin-3-yl)thio)-1H-imidazo[4,5-b]pyrazin-2-yl)-4'H,6'H-spiro[piperidin-4,5'-pyrrolo[1,2-b]pyrazol]-4'-amine